7-Bromo-3-butyl-3-ethyl-5-(4-fluorophenyl)-8-methoxy-2,3,4,5-tetrahydro-1,5-benzothiazepine 1,1-dioxide BrC=1C(=CC2=C(N(CC(CS2(=O)=O)(CC)CCCC)C2=CC=C(C=C2)F)C1)OC